FC(C(=N)NCC1=CC=C(C=C1)OC)(F)F 2,2,2-trifluoro-N-(4-methoxybenzyl)acetamidine